[Mn+2].ClC1(N2CCN(CCCN(CCN(CC1)C)CC2)C)Cl Dichloro-5,12-dimethyl-1,5,8,12-tetraazabicyclo[6.6.2]hexadecane Manganese(II)